C(C1=CC=CC=C1)N1C(C=NC2=CC=CC=C12)=O N-(benzyl)quinoxalinone